C(#N)C=1C=NN2C1C(=CC(=C2)C=2C=NN(C2)C2CCN(CC2)C(=O)C2CN(C2)C(=O)OC(C)(C)C)C(C)C tert-butyl 3-(4-(4-(3-cyano-4-isopropylpyrazolo[1,5-a]pyridin-6-yl)-1H-pyrazol-1-yl)piperidine-1-carbonyl)azetidine-1-carboxylate